OC1=CC=C(C=C1)C1(CC(=CC=C1)C1=NC=CC=C1)\C=C\C(=O)C1=CC=CC=C1 1-(4-hydroxyphenyl)-3-(pyridin-2-yl)chalcone